5-thiophendiformaldehyde S1C(=CC=C1C=O)C=O